methyl 3-(9-((4-(aminomethyl)-2,6-dimethylphenyl)carbamoyl)-4,5-dihydrobenzo[b]thieno[2,3-d]oxepin-8-yl)-6-(3,3-difluoropyrrolidine-1-carbonyl)picolinate NCC1=CC(=C(C(=C1)C)NC(=O)C1=CC2=C(OCCC3=C2SC=C3)C=C1C=1C(=NC(=CC1)C(=O)N1CC(CC1)(F)F)C(=O)OC)C